(2R)-4-[2-[2-(2-azidoethoxy)ethoxy]ethoxy]-2-[(5-chloro-2-oxo-1H-pyrimidin-4-yl)sulfanyl]-N-[(1R)-1-(2-fluoro-4-methoxy-phenyl)ethyl]butanamide N(=[N+]=[N-])CCOCCOCCOCC[C@H](C(=O)N[C@H](C)C1=C(C=C(C=C1)OC)F)SC1=NC(NC=C1Cl)=O